N-(1-cyclopropyl-2-oxo-1,2-dihydropyridin-3-yl)-6-isopropoxy-2-(1-(methoxymethyl)-2-oxabicyclo[2.1.1]hexan-4-yl)-2H-pyrazolo[3,4-b]pyridine-5-carboxamide C1(CC1)N1C(C(=CC=C1)NC(=O)C1=CC=2C(N=C1OC(C)C)=NN(C2)C21COC(C2)(C1)COC)=O